1-chloro-2,2,2-trifluoroethyl difluoromethyl ether FC(F)OC(C(F)(F)F)Cl